FC(=C(C(C(C(C(F)(F)F)(F)F)(F)F)(F)F)F)OC1=C(C(=O)O)C=CC(=C1)C(=O)O 2-(perfluorohexenyloxy)terephthalic acid